3-fluoro-4-[3-[6-(hydroxymethyl)pyridin-3-yl]-4,4-dimethyl-5-oxo-2-thioxo-imidazolidin-1-yl]-2-methoxybenzonitrile FC=1C(=C(C#N)C=CC1N1C(N(C(C1=O)(C)C)C=1C=NC(=CC1)CO)=S)OC